(R)-2-(4-cyclopentylbutanamido)-N4-hydroxy-N'-(4-hydroxyphenethyl)succinamide C1(CCCC1)CCCC(=O)N[C@@H](C(=O)N)CC(=O)N(CCC1=CC=C(C=C1)O)O